1-Ethoxy-4,5-difluoro-2-iodobenzene C(C)OC1=C(C=C(C(=C1)F)F)I